3-(6-Chloro-2-fluoro-9H-purin-9-yl)butan-1-ol ClC1=C2N=CN(C2=NC(=N1)F)C(CCO)C